BrC1=C(C2=C(N(C(=N2)OC2COCC2)C)C=C1)Cl 5-bromo-4-chloro-1-methyl-2-tetrahydrofuran-3-yloxy-benzimidazole